C1(CCCCC1)NCCCCS(=O)(=O)O 4-(cyclohexylamino)-butanesulfonic acid